O=C(CCCCCCCCCC(=O)[O-])CCCCCCCCCC(=O)[O-] 2-oxopropane-1,3-diyl-dipelargonate